Methyl 2-(((2S,4a'R,7'R,8'S,8a'R)-2',2'-dimethyl-8'-(4-(3,4,5-trifluorophenyl)-1H-1,2,3-triazol-1-yl)hexahydro-3H,4'H-spiro[furan-2,6'-pyrano[3,2-d][1,3]dioxin]-7'-yl)oxy)acetate CC1(OC[C@@H]2[C@H](O1)[C@@H]([C@H]([C@]1(O2)OCCC1)OCC(=O)OC)N1N=NC(=C1)C1=CC(=C(C(=C1)F)F)F)C